C(C)(C)(C)OC(=O)N1CC(CC=C1C1=CC=C(C=C1)Cl)C.ClC1=C(C(=O)NC2=NC(=CC=C2)C=C2CCN(CC2)C)C=CC=C1 chloro-N-(6-((1-methylpiperidin-4-ylidene)methyl)pyridin-2-yl)benzamide tert-butyl-6-(4-chlorophenyl)-3-methyl-3,4-dihydro-2H-pyridine-1-carboxylate